N-tetradecyl-3,4,5-trimethoxyphenylpropanamide C(CCCCCCCCCCCCC)NC(C(C)C1=CC(=C(C(=C1)OC)OC)OC)=O